5-(4-((3-(cyclopropylmethyl)-2,4-dioxo-1,2,3,4-tetrahydropyrido[3,2-d]pyrimidin-7-yl)methyl)piperazin-1-yl)-N-methylpicolinamide C1(CC1)CN1C(NC2=C(C1=O)N=CC(=C2)CN2CCN(CC2)C=2C=CC(=NC2)C(=O)NC)=O